C(C1=CC=CC=C1)OC(NC1(CCC(CC1)=O)C(NC)=O)=O (1-(methylcarbamoyl)-4-oxocyclohexyl)carbamic acid benzyl ester